N(=[N+]=[N-])CC1(OC2=C(C1)C=C(C=C2[C@@H](C)NC2=NC=1N(C=C2)N=CC1C(=O)OCC)Br)C ethyl 5-(((1R)-1-(2-(azidomethyl)-5-bromo-2-methyl-2,3-dihydrobenzofuran-7-yl)ethyl)amino)pyrazolo[1,5-a]pyrimidine-3-carboxylate